N-methoxy-N-methyloleamide CON(C(CCCCCCC\C=C/CCCCCCCC)=O)C